rel-N-(5-((1R,3S)-3-((4-cyclobutylpyridazin-3-yl)oxy)cyclopentyl)-1H-pyrazol-3-yl)-3-(methoxymethyl)-1-methyl-1H-pyrazole-5-carboxamide C1(CCC1)C1=C(N=NC=C1)O[C@@H]1C[C@@H](CC1)C1=CC(=NN1)NC(=O)C1=CC(=NN1C)COC |o1:11,13|